2-chloro-4-(4-(1-methyl-4-(trifluoromethyl)-1H-imidazol-2-yl)benzyl)-4,5-dihydropyrrole ClC=1NCC(C1)CC1=CC=C(C=C1)C=1N(C=C(N1)C(F)(F)F)C